C(C)OC(=O)C=1C(N(C(N(C1)CC1CCOCC1)=O)C1=CC=C(C=C1)F)=O 3-(4-fluorophenyl)-2,4-dioxo-1-((tetrahydro-2H-pyran-4-yl)methyl)-1,2,3,4-tetrahydropyrimidine-5-carboxylic acid ethyl ester